[5-[(4-methoxyphenyl)methoxyl]-2-pyridyl]methanamine COC1=CC=C(C=C1)COC=1C=CC(=NC1)CN